5-(2-fluorophenyl)-N-methyl-1-(3-pyridylsulfonyl)-1H-pyrrole-3-methanamine FC1=C(C=CC=C1)C1=CC(=CN1S(=O)(=O)C=1C=NC=CC1)CNC